BrC=1C(N(C(=CC1OCC1=C(C=C(C=C1)F)F)C)C1=C(C=CC(=C1)C1=NNC(=C1)O)C)=O 3-bromo-4-[(2,4-difluorobenzyl)oxy]-1-[5-(5-hydroxy-1H-pyrazol-3-yl)-2-methylphenyl]-6-methylpyridin-2(1H)-one